2,5-bis(trifluoromethyl)aniline FC(C1=C(N)C=C(C=C1)C(F)(F)F)(F)F